CC(=CCO)CC(C=C(CCC=C(CC(C=C(CCC=C(CCC=C(CCC=C(C)C)C)C)C)S(=O)(=O)C1=CC=CC=C1)C)C)S(=O)(=O)C1=CC=CC=C1 3,7,11,15,19,23,27-heptamethyl-5,13-bis(phenylsulfonyl)octacosa-2,6,10,14,18,22,26-heptaen-1-ol